N1(C=NC=C1)CCOC1=CC=C(C=C1)C=1C=C(C(NC1C(F)(F)F)=O)C(=O)N 5-(4-(2-(1H-imidazol-1-yl)ethoxy)phenyl)-2-oxo-6-(trifluoromethyl)-1,2-dihydropyridine-3-carboxamide